FC(CSSC)(F)F methyl (2,2,2-trifluoroethyl) disulfide